N1CCNC2CCCCC12 perhydroquinoxaline